Cl.C(C1=CC=CC=C1)NC1CCC(CC1)(C)C N-benzyl-4,4-dimethylcyclohexan-1-amine hydrochloride